C(C)(C)(C)N1CCN(CC1)C1=NC(=C(C=C1Br)C(F)(F)F)OC tert-butyl-(S)-4-(3-bromo-6-methoxy-5-(trifluoromethyl)pyridin-2-yl)-piperazine